dinitrotoluene CC1=C(C(=CC=C1)[N+](=O)[O-])[N+](=O)[O-]